ClC(C)C1=CC=C(C=C1)OC 1-(1-chloroethyl)-4-methoxybenzene